[O-]CCC.[O-]CCC.[O-]CCC.[Al+3] aluminum tripropoxide